FC(C(=O)O)(F)F.N1CC(C1)=CC#N 2-(3-azetidinylidene)acetonitrile trifluoroacetate salt